C(O[C@H]1C[C@H](CC1)C1=NN(C(=C1)NC1=CC(=NC=C1)[C@H](C)OCC[C@H](C)N)C(C)(C)C)(OC1=CC=C(C=C1)[N+](=O)[O-])=O (1R,3S)-3-(5-((2-((S)-1-((S)-3-aminobutoxy)ethyl)pyridin-4-yl)amino)-1-(tert-butyl)-1H-pyrazol-3-yl)cyclopentyl (4-nitrophenyl) carbonate